OC=1C(=CC2=CN(N=C2C1C)C)C=1N=CC2=C(N1)C=CN(C2=O)[C@@H]2[C@H]1CN([C@@H](C2)C1)C(=O)OC(C)(C)C tert-butyl (1R,4R,5S)-5-(2-(6-hydroxy-2,7-dimethyl-2H-indazol-5-yl)-5-oxopyrido[4,3-d]pyrimidin-6(5H)-yl)-2-azabicyclo[2.2.1]heptane-2-carboxylate